FC1=C(CN[C@@H]2[C@H](CCCC2)CC=2C=C3CN(C(C3=CC2)=O)C2C(NC(CC2)=O)=O)C(=CC=C1)F 3-(5-(((1R,2S)-2-((2,6-difluorobenzyl)amino)cyclohexyl)methyl)-1-oxoisoindolin-2-yl)piperidine-2,6-dione